BrC1=C(C(=C(C(=C1C(C1=C(C(=C(O)C(=C1Br)Br)Br)Br)(C)C)Br)Br)O)Br octabromobisphenol A